BrC=1C=C(C=CC1)C[C@@H](C(=O)OC(C(=O)N1CCOCC1)C)NC(=O)OC(C)(C)C (1-Methyl-2-morpholino-2-oxoethyl) (2S)-3-(3-Bromophenyl)-2-(tert-butoxycarbonylamino)propanoate